(4,4-difluorocyclohexyl)-4-nitro-1H-pyrazole FC1(CCC(CC1)N1N=CC(=C1)[N+](=O)[O-])F